CC1=C(N(C=C1C1=CC=CC=C1)C1=CC=CC=C1)C(=O)OCC ethyl 3-methyl-1,4-diphenyl-1H-pyrrole-2-carboxylate